FC1=CC(=C(OC2=C(C[N-]C3=CC(=C(C=C3)F)C3NCCC3)C=C(C=C2)C(F)(F)F)C=C1)C 2-(4-Fluoro-2-methylphenoxy)-N-(4-fluoro-3-(pyrrolidin-2-yl)phenyl)-5-(trifluoromethyl)benzyl-amide